3-[6-[[2-(3-methyl-5-oxo-piperazin-1-yl)-2-oxo-ethyl]amino]-1-oxo-isoindolin-2-yl]piperidine-2,6-dione CC1CN(CC(N1)=O)C(CNC1=CC=C2CN(C(C2=C1)=O)C1C(NC(CC1)=O)=O)=O